C1(CC1)OC1=C(C(=NC=C1)OC([2H])([2H])[2H])C1=CN(C2=NC(=CC=C21)N)COCC[Si](C)(C)C 3-(4-cyclopropoxy-2-(methoxy-d3)pyridin-3-yl)-1-((2-(trimethylsilyl)ethoxy)methyl)-1H-pyrrolo[2,3-b]pyridin-6-amine